NCC1=CC=C(NC2=CC=C(C=C2)N2CC(C2)(C)C)C=C1 4-(aminomethyl)-N-(4-(3,3-dimethylazetidin-1-yl)phenyl)aniline